C1(CCCCC1)CN1[C@@H](CN(CC1)CC1=CC=2N(C=C1)N=CC2N2C(NC(CC2)=O)=O)C (R)-1-(5-((4-(cyclohexylmethyl)-3-methylpiperazin-1-yl)methyl)pyrazolo[1,5-a]pyridin-3-yl)dihydropyrimidine-2,4(1H,3H)-dione